C(C)C1=NC(=NO1)C=1C=C2CC[C@H](C2=CC1)NC(=O)C1=NN(C=C1)C (R)-N-(5-(5-ethyl-1,2,4-oxadiazol-3-yl)-2,3-dihydro-1H-inden-1-yl)-1-methyl-1H-pyrazole-3-carboxamide